ClC1=NC(=NC(=C1C#N)N1CCOC[C@](C1)(C)O)S(=O)(=O)C |o1:14| 4-chloro-6-[(6R or S)-6-hydroxy-6-methyl-1,4-oxazepan-4-yl]-2-(methanesulfonyl)pyrimidine-5-carbonitrile